P(=O)(OC1=C(C=CC=C1)CCOC(C=C)=O)(O)[O-] acryloyloxyethylphenyl hydrogen phosphate